C1=CC=CC=2C=3C=C4C(=CC3OC12)C1=CC=CC=C1N4C4=CC=C(C=C4)C=4OC(=CC4)C4=CC=C(C=C4)N4C1=CC=CC=C1C1=CC=2OC=3C=CC=CC3C2C=C14 2,5-bis(4-(6H-6-aza-12-oxaindeno[1,2-b]fluorene-6-yl)phenyl)furan